Cl.Cl.C(CCCCCCC)N=C1C=CN(C=C1)CCCCCCCCCCN1C=CC(C=C1)=NCCCCCCCC N-octyl-1-[10-(4-octyliminopyridin-1-yl)decyl]Pyridine-4-imine dihydrochloride